Tert-butyl (2-(3-fluoro-2-(4,4,5,5-tetramethyl-1,3,2-dioxaborolan-2-yl)phenoxy)ethyl)carbamate FC=1C(=C(OCCNC(OC(C)(C)C)=O)C=CC1)B1OC(C(O1)(C)C)(C)C